7-((2S,5R)-2,5-diethyl-4-(1-(4-fluoro-2-(trifluoromethoxy)phenyl)ethyl)piperazin-1-yl)-4-methyl-2-(tetrahydro-2H-pyran-2-yl)-2,4-dihydro-5H-pyrazolo[4,3-b]pyridin-5-one C(C)[C@@H]1N(C[C@H](N(C1)C(C)C1=C(C=C(C=C1)F)OC(F)(F)F)CC)C=1C=2C(N(C(C1)=O)C)=CN(N2)C2OCCCC2